C(C)N(CC)CC.ClCCCS(=O)(=O)[N-]S(=O)(=O)C1=C(C(=C(C(=C1F)F)F)F)F ((3-chloropropyl)sulfonyl)((perfluorophenyl)sulfonyl)amide triethylamine salt